(2R,4S)-4-amino-N2-(5-((+)-1-amino-1-(3-cyanophenyl)-3-cyclopropylpropyl)-2-fluorophenyl)-N1-(4-chlorophenyl)pyrrolidine-1,2-dicarboxamide N[C@H]1C[C@@H](N(C1)C(=O)NC1=CC=C(C=C1)Cl)C(=O)NC1=C(C=CC(=C1)C(CCC1CC1)(C1=CC(=CC=C1)C#N)N)F